ClC=1C(=CC(=NC1)NC(=O)[C@@H]1C[C@@H](CCC1)NC(OC(C)(C)C)=O)C1=C2N(N=C1)CCC2 tert-butyl ((1R,3S)-3-((5-chloro-4-(5,6-dihydro-4H-pyrrolo[1,2-b]pyrazol-3-yl)pyridin-2-yl)carbamoyl)cyclohexyl)carbamate